[Cr].[Ni] Nickel-Chromium